lithium 4-tert-amylphenyl fluorophosphate P(=O)(OC1=CC=C(C=C1)C(C)(C)CC)([O-])F.[Li+]